C(C)N(C=1C=C2OC=3C=C(C(=CC3C3(C2=CC1)OC(C1=CC=CC=C13)=O)NC=1C=C(C=CC1)C)C)CC 6'-(diethylamino)-3'-methyl-2'-(m-tolylamino)-3H-spiro[isobenzofuran-1,9'-xanthene]-3-one